(3aR,6aR)-5-[(4-{[5-amino-7-(butyl-amino)-1H-pyrazolo[4,3-d]pyrimidin-1-yl]methyl}-3-methoxyphenyl)methyl]-hexahydro-2H-1λ6-thieno[2,3-c]pyrrole-1,1-dione NC=1N=C(C2=C(N1)C=NN2CC2=C(C=C(C=C2)CN2C[C@H]1[C@@H](C2)CCS1(=O)=O)OC)NCCCC